1-(tert-butyl) 3-methyl 5-cyclopropylpiperidine-1,3-dicarboxylate C1(CC1)C1CC(CN(C1)C(=O)OC(C)(C)C)C(=O)OC